p-acetyl-phenylalanin C(C)(=O)C1=CC=C(C[C@H](N)C(=O)O)C=C1